O=C1NC(CCC1N1C(C2=CC=C(C=C2C1)N1CCN(CC1)C(=O)OC(C)(C)C)=O)=O tert-butyl 4-(2-(2,6-dioxopiperidin-3-yl)-1-oxoisoindol-5-yl)piperazine-1-carboxylate